C(C)OC(C1=CC(=NC=C1)C1CC1)=O 2-Cyclopropylisonicotinic acid ethyl ester